trifluoroethylsulfonate (tresylate) S(=O)(=O)(O)CC(F)(F)F.FC(CS(=O)(=O)O)(F)F